5-[3-(1H-imidazol-5-yl)-6-methanesulfonyl-imidazo[1,2-a]pyrimidin-2-yl]-3-(trifluoromethyl)-1H-1,2,4-triazole N1C=NC=C1C1=C(N=C2N1C=C(C=N2)S(=O)(=O)C)C2=NC(=NN2)C(F)(F)F